NC1=CC=NN1C1=NN=C(S1)NC(=O)C1=CC(=C(C(O1)=O)O[C@H](CO)C)C1=C(C=CC=C1OC)OC (S)-N-(5-(5-amino-1H-pyrazol-1-yl)-1,3,4-thiadiazol-2-yl)-4-(2,6-dimethoxyphenyl)-3-((1-hydroxypropan-2-yl)oxy)-2-oxo-2H-pyran-6-carboxamide